FC1(CCC(CC1)[C@@H](C(=O)NC1=NC=CC(=C1)CC1C(NC(C1)(C(F)(F)F)O)=O)NC(OC(C)(C)C)=O)F tert-butyl ((1S)-1-(4,4-difluorocyclohexyl)-2-((4-((5-hydroxy-2-oxo-5-(trifluoromethyl)pyrrolidin-3-yl)methyl)pyridin-2-yl)amino)-2-oxoethyl)carbamate